BrC=1C=C(C=CC1)C(C)(CC=C)C1=NN(C(=N1)C=1C=C(OC=2C(=C3C=CN(C3=CC2F)S(=O)(=O)C2=CC=CC=C2)CN2N=CC(=C2)C(C)(CC=C)C)C=CC1F)C 5-(3-(3-(2-(3-Bromophenyl)pent-4-en-2-yl)-1-methyl-1H-1,2,4-triazol-5-yl)-4-fluorophenoxy)-6-fluoro-4-((4-(2-methylpent-4-en-2-yl)-1H-pyrazol-1-yl)methyl)-1-(phenylsulfonyl)-1H-indole